sulfur (i) 4-[3,5-bis(9H-carbazol-9-yl)phenyl]-2-phenylpyrimidine C1=CC=CC=2C3=CC=CC=C3N(C12)C=1C=C(C=C(C1)N1C2=CC=CC=C2C=2C=CC=CC12)C1=NC(=NC=C1)C1=CC=CC=C1.[S+]